C(C)(C)(C)OC(=O)N1CC(C(CC1)C1=CC(=C(C=C1)F)F)N 3-amino-4-(3,4-difluorophenyl)piperidine-1-carboxylic acid tert-butyl ester